ClC=1C=C(C=CC1)C1=NOC(=C1)N 3-(3-chlorophenyl)-5-aminoisoxazole